4-butyl-1,2-diphenyl-3,5-pyrazolidinedione C(CCC)C1C(N(N(C1=O)C1=CC=CC=C1)C1=CC=CC=C1)=O